O[C@@H]1[C@@H](COC1)N1C(SC(=C1)COC=1C=CC2=C(C=C(O2)C)C1)C N-(cis-4-hydroxytetrahydrofuran-3-yl)-2-methyl-5-((2-methylthiazol-5-yl)methoxy)benzofuran